6-(4-fluorophenyl)-1,3-dihydroimidazo[4,5-c]pyridin FC1=CC=C(C=C1)C1=CC2=C(C=N1)NCN2